C1(CC2C(CC1)O2)COC(C=C)=O 3,4-Epoxycyclohexylmethylacrylat